C(C)OC(=O)C1CCN(CC1)C(=O)C1(CCN(CC1)C(=O)OCC1=CC=CC=C1)C1=CC=CC=C1 benzyl 4-(4-ethoxycarbonylpiperidine-1-carbonyl)-4-phenyl-piperidine-1-carboxylate